(2S,3S)-3-((methylsulfonyl)amino)-2-((2,3',5'-trifluorobiphenyl-3-yl)methyl)pyrrolidine-1-carboxylic acid tert-butyl ester C(C)(C)(C)OC(=O)N1[C@H]([C@H](CC1)NS(=O)(=O)C)CC=1C(=C(C=CC1)C1=CC(=CC(=C1)F)F)F